C(#N)C1=CC=C(C=C1)S(=O)(=O)N1C2=C(O[C@H](C1)C13CCC(CC1)(C3)C(=O)O)C=CC(=C2)C2=CC(=CC(=C2)F)OC(F)F 4-((S)-4-((4-cyanophenyl)sulfonyl)-6-(3-(difluoromethoxy)-5-fluorophenyl)-3,4-dihydro-2H-benzo[b][1,4]oxazin-2-yl)bicyclo[2.2.1]heptane-1-carboxylic acid